C(CCCCCCCCCCCCCCC)OCC(C[N+]1=CC2=CC=CC=C2CC1)OS(=O)(=O)O 2-[3-(hexadecyloxy)-2-(sulfooxy)propyl]-3,4-dihydroisoquinolinium